C[Si](CCCSP(=S)(SCCC[Si](OC)(OC)C)OCCC[Si](OC)(OC)C)(OC)OC tris-(3-methyldimethoxysilyl-1-propyl)trithiophosphate